F[P-](F)(F)(F)(F)F.F[P-](F)(F)(F)(F)F.[Ru+2].N1=C(C=CC=C1)C1=NC=CC=C1.N1=C(C=CC=C1)C1=NC=CC=C1.N1=C(C=CC=C1)C1=NC=CC=C1 tris(2,2'-bipyridine) ruthenium (II) bis(hexafluorophosphate)